C(C)(C)(C)OC(NCC1CCN(CC1)CC=1SC=CN1)=O N-[[1-(thiazol-2-ylmethyl)-4-piperidinyl]methyl]carbamic acid tert-butyl ester